O=C1NC(CCC1N1C(C2=CC=CC(=C2C1)OCC1(CC1)N1CCNCC1)=O)=O 4-(1-(((2-(2,6-dioxopiperidin-3-yl)-1-oxoisoindolin-4-yl)oxy)methyl)cyclopropyl)piperazine